1-[2-(aminomethyl)-3,3-difluoro-allyl]-4-[3-methyl-6-(4-methanesulfonylphenyl)-2-pyridinyl]tetrazol-5-one NCC(CN1N=NN(C1=O)C1=NC(=CC=C1C)C1=CC=C(C=C1)S(=O)(=O)C)=C(F)F